9α-hydroxyandrosta-4-ene-3,17-dione O[C@@]12[C@]3(CCC(C=C3CC[C@H]1[C@@H]1CCC([C@@]1(C)CC2)=O)=O)C